CN1N=CC(=C1)CC(=O)NC1=NNC(=C1)[C@@H]1C[C@@H](CC1)N(C([O-])=O)[C@H](CF)C (1R,3S)-3-(3-{[(1-methyl-1H-pyrazol-4-yl)acetyl]amino}-1H-pyrazol-5-yl)cyclopentyl[(2S)-1-fluoropropan-2-yl]carbamate